3,6-dioxa-1,8-octanedithiol C(COCCOCCS)S